C([C@@H](O)[C@@H](O)[C@@H](O)CO)O L-Ribitol